COC=1N=C2C(=CC=NC2=CC1OC)OC1=C(C=C(C=C1)NC(=O)C=1C(C(=C(N2C1COCC2)C)C2=C(C=C(C=C2)F)C)=O)F N-[4-[(6,7-dimethoxy-1,5-naphthyridin-4-yl)oxy]-3-fluorophenyl]-7-(4-fluoro-2-methylphenyl)-6-methyl-8-oxo-3,4-dihydro-1H-pyrido[2,1-c][1,4]oxazine-9-carboxamide